N-acetyl-L-alanyl-D-isoglutamyl-L-alanine C(C)(=O)N[C@@H](C)C(=O)N[C@H](CCC(=O)N[C@@H](C)C(=O)O)C(N)=O